tert-butyl 1-oxohexahydropyrrolo[3,4-c]pyrrole-2(1H)-carboxylate O=C1N(CC2C1CNC2)C(=O)OC(C)(C)C